(4R)-7-bromo-4'-chloro-4-methyl-2'-(methylthio)-3,4,5',8'-tetrahydro-2H-spiro[naphthalene-1,7'-pyrano[4,3-d]pyrimidine] BrC1=CC=C2[C@@H](CCC3(CC=4N=C(N=C(C4CO3)Cl)SC)C2=C1)C